COC(=O)C=1C(=C(C=C(C1)OC1=CC=C(C=C1)F)C1=CC=CC=C1)N 2-amino-5-(4-fluorophenoxy)-[1,1'-biphenyl]-3-carboxylic acid methyl ester